CC1=CC=NC=2N=CN(C(C21)=O)CC2=NC(=NO2)C2[C@H]1CN(C[C@@H]21)C2=CC=C(C=C2)Cl 5-methyl-3-[[3-[(1R,5S,6r)-3-(4-chlorophenyl)-3-azabicyclo[3.1.0]hexan-6-yl]-1,2,4-oxadiazol-5-yl]methyl]pyrido[2,3-d]pyrimidin-4-one